COC(C1CCN(CC1)C(C1=C(C=C(C=C1)NC(=O)C=1N(C(=CN1)C=1C(=NN(C1)C1=NC=C(C=C1)N)C(F)(F)F)C)Cl)=O)=O 1-[4-[[5-[1-(5-amino-2-pyridyl)-3-(trifluoromethyl)pyrazol-4-yl]-1-methyl-imidazole-2-carbonyl]amino]-2-chloro-benzoyl]isonipecotic acid methyl ester